O[C@H]1[C@@H]([C@@H]2[C@@H](OC[C@@H](CC2)CCCC(=O)OCC)C1)\C=C\[C@H](COC1=CC=CC=C1)O Ethyl 4-{(3R,5aR,6R,7R,8aS)-7-hydroxy-6-[(1E,3R)-3-hydroxy-4-phenoxy-1-buten-1-yl]octahydro-2H-cyclopenta[b]oxepin-3-yl}butanoate